O(C1CCC(CC1)C(=O)O)C1CCC(CC1)C(=O)O 4,4'-oxobis(cyclohexane-1-carboxylic acid)